(S)-2-(5-(2-(dimethylamino)ethyl)-4-methyl-2-oxopyrimidin-1(2H)-yl)-4-methylpentanoic acid methyl ester COC([C@H](CC(C)C)N1C(N=C(C(=C1)CCN(C)C)C)=O)=O